(2-(4-chlorophenyl)-2-methylpropanoyl)-L-isoleucyl-D-glutamic acid ClC1=CC=C(C=C1)C(C(=O)N[C@@H]([C@@H](C)CC)C(=O)N[C@H](CCC(=O)O)C(=O)O)(C)C